7-methyl-5,7-octanediol CC(CC(CCCC)O)(C)O